3-(1-cyclopropyl-4-methyl-1H-benzo[d][1,2,3]triazol-5-yl)-2,2-dimethylpropanoate C1(CC1)N1N=NC2=C1C=CC(=C2C)CC(C(=O)[O-])(C)C